NC=1SC=C(N1)C1(N2C(CC2SC1C(=O)O)=O)NC(\C=N/OC(C)(C)C(=O)O)=O (Z)-2-(2-aminothiazol-4-yl)-2-(((2-carboxypropan-2-yl)oxy)imino-acetamido)-7-oxo-4-thia-1-azabicyclo[3.2.0]-heptane-3-carboxylic acid